4-[[5-amino-1-[(6-cyano-1-naphthyl)sulfonyl]-1,2,4-triazol-3-yl]amino]phthalonitrile NC1=NC(=NN1S(=O)(=O)C1=CC=CC2=CC(=CC=C12)C#N)NC=1C=C(C(C#N)=CC1)C#N